2-((2-ethyl-7-methyl-5-(piperazin-1-yl)-2H-pyrazolo[4,3-b]pyridin-3-yl)(methyl)amino)-4-(4-fluorophenyl)thiazole-5-carbonitrile C(C)N1N=C2C(N=C(C=C2C)N2CCNCC2)=C1N(C=1SC(=C(N1)C1=CC=C(C=C1)F)C#N)C